ClC=1N=NC(=C2C1SC=C2)N[C@H]2CN(CCC2)CC |r| (rac)-7-chloro-N-(1-ethyl-3-piperidyl)thieno[2,3-d]pyridazin-4-amine